3-((6-cyano-5-(trifluoromethyl)pyridin-3-yl)amino)-2-methoxy-2-methyl-3-oxopropanoic acid ethyl ester C(C)OC(C(C(=O)NC=1C=NC(=C(C1)C(F)(F)F)C#N)(C)OC)=O